C(C)(C)(C)OC(=O)N1CCC(CC1)N1N=C(C=C1N)C(C)(C)C.ClCC1=CC=C(C=C1)N1C=NC(=C1)C(F)(F)F 1-[4-(Chloromethyl)phenyl]-4-(trifluoromethyl)imidazole Tert-butyl-4-(5-amino-3-tert-butyl-pyrazol-1-yl)-piperidine-1-carboxylate